FC=1C=C(OCC=2C=CC3=C(CCO3)C2OCOC)C=CC1F 5-((3,4-difluorophenoxy)methyl)-4-(methoxymethoxy)-2,3-dihydrobenzofuran